C(#N)C1=C(C=C(C=C1)C1=CN=C(S1)NC(=O)C1CCN(CC1)C)OC(C)C N-(5-(4-cyano-3-isopropoxyphenyl)thiazol-2-yl)-1-methylpiperidine-4-carboxamide